(2-(4'-Fluoro-2'-(4-methyl-4H-1,2,4-triazol-3-yl)-[1,1'-biphenyl]-3-yl)-7-(trifluoromethyl)benzo[d]oxazol-5-yl)methanamine FC1=CC(=C(C=C1)C1=CC(=CC=C1)C=1OC2=C(N1)C=C(C=C2C(F)(F)F)CN)C2=NN=CN2C